FC(C(=O)O)(F)F.C1(=CC=CC=C1)S(=O)(=O)C=1C=C(C=NC1)C(CC#N)N1N=CC(=C1)C=1C2=C(N=CN1)NC=C2 3-[5-(phenylsulfonyl)pyridin-3-yl]-3-[4-(7H-pyrrolo[2,3-d]pyrimidin-4-yl)-1H-pyrazol-1-yl]propane-nitrile trifluoroacetate